5-cyclopropyl-2-(piperazin-1-yl)pyrimidine hydrochloride Cl.C1(CC1)C=1C=NC(=NC1)N1CCNCC1